[4-(2-hydroxy-ethylsulfanyl)-phenyl]-(4-isopropyl-phenyl)-methanone OCCSC1=CC=C(C=C1)C(=O)C1=CC=C(C=C1)C(C)C